FC=1C=C(OCC=2C=C(C3=C(C=CO3)C2)N=C(C2=CC=CC=C2)C2=CC=CC=C2)C=CC1 N-(5-((3-Fluorophenoxy)-methyl)benzofuran-7-yl)-1,1-di-phenylmethanimine